[Rh-](Cl)Cl.C1=CCCC=CCC1.C1=CCCC=CCC1 bis(1,5-cyclooctadiene) rhodium (I) dichloride